C(#N)C1=CC(=C(C=C1)C1=CC(=NC(=C1)C1CC1)NC(=O)C=1C(N(C=C(C1)CNCCOC)C1CC1)=O)C1=NN=CN1C N-[4-[4-cyano-2-(4-methyl-1,2,4-triazol-3-yl)phenyl]-6-cyclopropylpyridin-2-yl]-1-cyclopropyl-5-[(2-methoxyethylamino)methyl]-2-oxopyridine-3-carboxamide